CN1C(=CC2=CC=C(C=C12)B1OC(C(O1)(C)C)(C)C)C(=O)N1CCN(CC1)CC1=CC=C(C=C1)OCC(F)(F)F (1-methyl-6-(4,4,5,5-tetramethyl-1,3,2-dioxaborolan-2-yl)-1H-indol-2-yl)(4-(4-(2,2,2-trifluoroethoxy)benzyl)piperazin-1-yl)methanone